ClC=1C(=C(C=CC1)N1C(N=C2C(C1=O)=CC=CN2CC2=CN=C(S2)Cl)=O)F 3-(3-chloro-2-fluorophenyl)-8-((2-chlorothiazol-5-yl)methyl)pyrido[2,3-d]pyrimidine-2,4(3H,8H)-dione